C(C)(C)(C)OC(=O)N1C(CNCC1)C(C)OO[Si](C)(C)C(C)(C)C 1-[(tert-Butyldimethylsilanyloxy)oxy]Ethyl-piperazine-1-carboxylic acid tert-butyl ester